C(C)(C)C1=C(NC2=CC=C(C=C12)OCC1CCNCC1)C=1C(=C(C(N(C1)C)=O)C)C 5-(3-Isopropyl-5-(piperidin-4-ylmethoxy)-1H-indol-2-yl)-1,3,4-trimethylpyridin-2(1H)-on